2-(2-amino-7-butyl-8-oxo-7,8-dihydro-9H-purin-9-yl)tetrahydrofuran-3-yl acetate C(C)(=O)OC1C(OCC1)N1C2=NC(=NC=C2N(C1=O)CCCC)N